C(CCCCCCCCCCCCC)(=O)NCCC(=O)[O-] N-myristoyl-β-alaninate